N1(CCN(CC1)CCCN(CCCCCCC=1N=NN(C1)CCCCCCCC(CCCCCCCC)CCCCCCCC)CCCCCCC=1N=NN(C1)CCCCCCCC(CCCCCCCC)CCCCCCCC)CCCN(CCCCCCC=1N=NN(C1)CCCCCCCC(CCCCCCCC)CCCCCCCC)CCCCCCC=1N=NN(C1)CCCCCCCC(CCCCCCCC)CCCCCCCC N,N'-(piperazine-1,4-diylbis(propane-3,1-diyl))bis(6-(1-(8-octylhexadecyl)-1H-1,2,3-triazol-4-yl)-N-(6-(1-(8-octylhexadecyl)-1H-1,2,3-triazol-4-yl)hexyl)hexan-1-amine)